(E)-4-bromo-2-(hydroxyimino)-6-methyl-2,3-dihydro-1H-inden-1-one BrC1=C2C\C(\C(C2=CC(=C1)C)=O)=N/O